tert-butyl (E)-(3-fluoro-2-(((2-(3-hydroxypyrrolidin-1-yl)benzo[d]oxazol-6-yl)oxy)methyl)allyl)carbamate F/C=C(\CNC(OC(C)(C)C)=O)/COC1=CC2=C(N=C(O2)N2CC(CC2)O)C=C1